O1CCOC2=C1C=CC=C2C2=CC=C(C(=N2)OC)NC2=CC=C(C=O)C=C2 4-[6-(2,3-dihydro-benzo[1,4]dioxin-5-yl)-2-methoxy-pyridin-3-ylamino]-benzaldehyde